BrC1=C(C2=C(CN3[C@@H](CO2)CN(CC3)C(=O)OC(C)(C)C)C=C1F)I Tert-butyl (12aR)-9-bromo-8-fluoro-10-iodo-3,4,12,12a-tetrahydro-6H-pyrazino[2,1-c][1,4]benzoxazepine-2(1H)-carboxylate